N-((3S,4S)-3-((4-((cyclopropylmethyl)amino)-2-(2,6-dichloro-3,5-dimethoxyphenyl)pyrido[3,4-d]pyrimidin-6-yl)amino)tetrahydro-2H-pyran-4-yl)acrylamide C1(CC1)CNC=1C2=C(N=C(N1)C1=C(C(=CC(=C1Cl)OC)OC)Cl)C=NC(=C2)N[C@@H]2COCC[C@@H]2NC(C=C)=O